C1(CC1)S(=O)(=O)N1N=CC(=C1)C1=NC=CC(=N1)NC1=NC=C(C(=C1)NC(C(C)(O)C)C)C#CC=1C=NN(C1)C 3-((2-((2-(1-(Cyclopropylsulfonyl)-1H-pyrazol-4-yl)pyrimidin-4-yl)amino)-5-((1-methyl-1H-pyrazol-4-yl)ethynyl)pyridin-4-yl)amino)-2-methylbutan-2-ol